NC1=NC(=C(C=C1C=1C=C2CCNC(C2=CC1F)=O)C1=CC(=C(C=C1)C1CCOCC1)CN1CCCC1)F 6-(2-amino-6-fluoro-5-(3-(pyrrolidin-1-ylmethyl)-4-(tetrahydro-2H-pyran-4-yl)phenyl)pyridin-3-yl)-7-fluoro-3,4-dihydroisoquinolin-1(2H)-one